C(CC)(=O)O[C@@H](C=O)[C@@H](OC(CC)=O)[C@H](OC(CC)=O)COC(CC)=O xylose tetrapropionate